tert-butyl 4-((3-bromo-1-methyl-1H-indazol-6-yl)amino)-3,3-difluoropiperidine-1-carboxylate BrC1=NN(C2=CC(=CC=C12)NC1C(CN(CC1)C(=O)OC(C)(C)C)(F)F)C